OC1=C(C(=O)O)C=CC(=C1)C#C[Se]C1=CC=2C(CCC(C2C=C1)(C)C)(C)C 2-Hydroxy-4-(5,5,8,8-tetramethyl-5,6,7,8-tetrahydro-naphthalen-2-ylselanylethynyl)benzoic acid